COC(=O)C1=CC2=C(C=N1)N(C(=N2)C2=NC=CC=C2)[C@H]2C[C@H](CCC2)NC(=O)C=2SC(=CC2)Br 3-[(1R,3S)-3-(5-bromothiophene-2-amido)cyclohexyl]-2-(pyridin-2-yl)imidazo[4,5-c]Pyridine-6-carboxylic acid methyl ester